methyl 2-((5-chloro-2-fluoro-4-iodophenyl)amino)-5-((2-((2,4-dimethoxybenzyl)amino)-3-fluoropyridin-4-yl)methyl)-3,4-difluorobenzoate ClC=1C(=CC(=C(C1)NC1=C(C(=O)OC)C=C(C(=C1F)F)CC1=C(C(=NC=C1)NCC1=C(C=C(C=C1)OC)OC)F)F)I